2-cyclopropyl-ethanone C1(CC1)CC=O